(4S,7R)- or (4R,7S)-tert-butyl-1-(3-(benzo[d][1,3]dioxol-5-yl(methyl)carbamoyl)phenyl)-3-(trifluoromethyl)-1,4,5,6,7,8-hexahydro-4,7-epiminocyclohepta[c]pyrazole-9-carboxylate C(C)(C)(C)OC(=O)N1[C@H]2CC[C@@H]1CC=1N(N=C(C12)C(F)(F)F)C1=CC(=CC=C1)C(N(C)C1=CC2=C(OCO2)C=C1)=O |o1:8,11|